COC=1C=C2C=C(NC2=CC1)CC(=O)[O-] 5-Methoxyindole-acetate